C(C)(C)(C)OC(=O)N[C@H](CC=1C=C2C(=NC(=NN2C1CC)Cl)N(C(OC(C)(C)C)=O)CC=1OC=CC1)[C@H](C)F tert-butyl (6-((2R,3S)-2-((tert-butoxycarbonyl)amino)-3-fluorobutyl)-2-chloro-7-ethylpyrrolo[2,1-f][1,2,4]triazin-4-yl)(furan-2-ylmethyl)carbamate